NC1=C(C(=NC=N1)OC1=CC(=C(C=C1)NC(=O)NC1=CC(=NN1C1=CC=C(C=C1)OC)C(C)(C)C)F)C#N 1-(4-((6-amino-5-cyanopyrimidin-4-yl)oxy)-2-fluorophenyl)-3-(3-(tert-butyl)-1-(4-methoxyphenyl)-1H-pyrazol-5-yl)urea